CC=1OC2=C(C1C(=O)[O-])C=C(C=C2)C=NNS(=O)(=O)C2=CC=C(C)C=C2 2-methyl-5-((2-tosylhydrazineylidene) methyl)benzofuran-3-carboxylate